BrC1=C(C(=CC(=C1)N(CC1=CC=CC=C1)CC1=CC=CC=C1)Cl)CO (2-bromo-6-chloro-4-(dibenzylamino)phenyl)methanol